2-((5-Bromo-2-((4-(difluoromethoxy)phenyl)amino)pyrimidin-4-yl)amino)-N-methylbenzamide BrC=1C(=NC(=NC1)NC1=CC=C(C=C1)OC(F)F)NC1=C(C(=O)NC)C=CC=C1